C(C)(C)(C)C1=CC=CC2=C(C3=CC=CC=C3C(=C12)OC(=O)CCCCC)OC(=O)CCCCC 1-tert-butyl-9,10-bis(n-pentylcarbonyloxy)anthracene